N[C@@H]1[C@@H](N(CC12CC2)C(=O)OC(C)(C)C)CC2=C(C(=CC=C2)C2=CC=CC=C2)F tert-butyl (6S,7S)-7-amino-6-[(2-fluoro-3-phenyl-phenyl)methyl]-5-azaspiro[2.4]heptane-5-carboxylate